NC=1N(C=2C3=C(C4=C(NC(C13)=O)SC=N4)N=C(N2)C)C2=C(C(=CC=C2C)O)C 5-amino-4-(3-hydroxy-2,6-dimethylphenyl)-2-methyl-4,7-dihydro-6H-8-thia-1,3,4,7,10-pentaazabenzo[cd]cyclopenta[f]azulen-6-one